1-(tert-butyl) 2-methyl (2S,4R)-4-(acetylthio)-2-(3-chloropropyl)pyrrolidine-1,2-dicarboxylate C(C)(=O)S[C@@H]1C[C@](N(C1)C(=O)OC(C)(C)C)(C(=O)OC)CCCCl